3-(perfluorophenyl)-1-vinyl-1H-imidazol-3-ium FC1=C(C(=C(C(=C1F)F)F)F)[N+]1=CN(C=C1)C=C